C(CCCC\C=C/CCCCCCCCCCC)(=O)O cis-octadeca-6-enoic acid